CC1(OC=2C=C(C=C(C2[C@@H]2[C@@H]1CC=C(C2)C)O)C(C)(CCCCCC)C)C (6As,10aS)-6,6,9-trimethyl-3-(2-methyloctan-2-yl)-6a,7,10,10a-tetrahydrobenzo[c]chromen-1-ol